N-(2-chloro-4-fluoro-3-{6-oxo-4-[6-(2,2,2-trifluoroethoxy)pyridin-3-yl]-1,6-dihydropyrimidin-2-yl}benzyl)isobutyramide ClC1=C(CNC(C(C)C)=O)C=CC(=C1C=1NC(C=C(N1)C=1C=NC(=CC1)OCC(F)(F)F)=O)F